C[C@H]1O[C@H](CN(C1)CCN1C(C(=C(C2=CC=CN=C12)O)C(=O)NC1CCC(CC1)C)=O)C 1-(2-((2R,6S)-2,6-dimethylmorpholino)ethyl)-4-hydroxy-N-((1s,4S)-4-methylcyclohexyl)-2-oxo-1,2-dihydro-1,8-naphthyridine-3-carboxamide